O1COC2=C1C=CC(=C2)CNC(COCC=2SC(=CC2)Br)=O N-(benzo[d][1,3]dioxol-5-ylmethyl)-2-((5-bromothiophen-2-yl)methoxy)acetamide